FC(C1=NC=CC(=C1)NC(=O)C1=NC=CC=C1)(F)F N-(2-(trifluoromethyl)pyridin-4-yl)pyridinecarboxamide